benzyl 3-azido-4-methoxypyrrolidine-1-carboxylate N(=[N+]=[N-])C1CN(CC1OC)C(=O)OCC1=CC=CC=C1